N-[(4-hydroxy-3-methoxyphenyl)methyl]-6-octynylamide OC1=C(C=C(C=C1)C[N-]CCCCCC#CC)OC